FC(C1CCC1)(F)F 1-(Trifluoromethyl)cyclobutan